(S)-N-(1-((dimethylamino)methyl)cyclopropyl)-2-phenylbutanamide CN(C)CC1(CC1)NC([C@@H](CC)C1=CC=CC=C1)=O